1-[[3-(3-bromophenyl)oxetane-3-carbonyl]amino]-3-methyl-thiourea BrC=1C=C(C=CC1)C1(COC1)C(=O)NNC(=S)NC